trisFluoroacetyl-L-lysine FCC(=O)[C@](N(C(CF)=O)C(CF)=O)(CCCCN)C(=O)O